C1(CC1)NCC1=C(C=C2C(C3=C(N(C2=C1)C1=CC2=C(OC(O2)(F)F)C=C1)CN1C(C2=C(C=C13)[C@@](C(OC2)=O)(O)CC)=O)=O)F (S)-9-((cyclopropylamino)methyl)-11-(2,2-difluorobenzo[d][1,3]dioxol-5-yl)-4-ethyl-8-fluoro-4-hydroxy-1,12-dihydro-14H-pyrano[3',4':6,7]indolizino[2,1-b]quinoline-3,6,14(4H,11H)-trione